C(C(C(=O)NC1=C(C=C(C=C1)C(F)(F)F)C#CC)(C([2H])[2H])[2H])([2H])([2H])[2H] 2-(methyl-d3)-N-(2-(prop-1-yn-1-yl)-4-(Trifluoromethyl)phenyl)propanamide-d3